C(C)C1C=2C=C(N=CC2CN(C1)C1=CC(=CC(=C1)C)F)C(=O)O 5-Ethyl-7-(3-fluoro-5-methylphenyl)-5,6,7,8-tetrahydro-2,7-naphthyridine-3-carboxylic acid